ClC=1C=C(C=CC1C)C1=NC=C(C(=N1)N1CC(CC1)CNC([O-])=O)CN1C(OCC1)=O [[1-[2-(3-chloro-4-methyl-phenyl)-5-[(2-oxooxazolidin-3-yl) methyl]pyrimidin-4-yl]pyrrolidin-3-yl]methyl]carbamate